2-(((2r,3s,4r,5r)-5-(6-amino-9H-purin-9-yl)-3,4-dihydroxytetrahydrofuran-2-yl)methoxy)-4-(2,5-dichlorophenyl)-1,3,2-dioxaphosphorinane 2-sulfide NC1=C2N=CN(C2=NC=N1)[C@H]1[C@@H]([C@@H]([C@H](O1)COP1(OCCC(O1)C1=C(C=CC(=C1)Cl)Cl)=S)O)O